4-[[(2R,3S,4R,5R)-3-(3,4-Difluoro-2-vinyl-phenyl)-4,5-dimethyl-5-(trifluoromethyl)tetrahydrofuran-2-carbonyl]amino]pyridin-2-carboxamid FC=1C(=C(C=CC1F)[C@H]1[C@@H](O[C@]([C@@H]1C)(C(F)(F)F)C)C(=O)NC1=CC(=NC=C1)C(=O)N)C=C